C(C)O[Si](OCC)(OCC)CN1CCCCC1 1-[(triethoxysilyl)methyl]piperidine